C(C)(C)(C)C1=CC=C(OC[C@@H]2CN3C(O2)=NC(=C3C)C(=O)N)C=C1 (2S)-2-[(4-tert-butylphenoxy)methyl]-5-methyl-2,3-dihydroimidazo[2,1-b][1,3]oxazole-6-carboxamide